tert-butyl (R)-3-(2-hydroxyethyl)pyrrolidine-1-carboxylate OCC[C@@H]1CN(CC1)C(=O)OC(C)(C)C